CC1=NOC(=C1C=1C=C2C(=NC(=NC2=CC1)C(=O)NCC1CN(C1)C)N1[C@H](COCC1)C1=CC=CC=C1)C (S)-6-(3,5-dimethylisoxazol-4-yl)-N-((1-methylazetidin-3-yl)methyl)-4-(3-phenylmorpholino)quinazoline-2-carboxamide